C(#N)C1=CN=CC(=N1)C1=CC(=C(C=C1)NC(C(C)(C)C=1N=C(SC1)NS(=O)(=O)C1CC1)=O)C N-(4-(6-cyanopyrazin-2-yl)-2-methylphenyl)-2-(2-(cyclopropanesulfonamido)thiazol-4-yl)-2-methylpropanamide